3-[(2S)-2-{2',4'-Dichloro-[1,1'-biphenyl]-3-sulfonamido}-2-(4-methyl-4H-1,2,4-triazol-3-yl)ethyl]benzene-1-carboximidamide ClC1=C(C=CC(=C1)Cl)C1=CC(=CC=C1)S(=O)(=O)N[C@@H](CC=1C=C(C=CC1)C(N)=N)C1=NN=CN1C